C(=O)(O)C(CCC)S carboxyl-butanethiol